5-((2-(6,8-dioxa-2-azaspiro[3.5]nonan-7-yl)ethyl)(3-fluoro-4-methylbenzyl)amino)picolinonitrile C1NCC12COC(OC2)CCN(C=2C=CC(=NC2)C#N)CC2=CC(=C(C=C2)C)F